N1=CN=C(C2=C1C=CS2)NC2=CC=C(C(=O)N)C=C2 4-(thieno[3,2-d]pyrimidin-4-ylamino)benzamide